OB1OCC2C1=CC(=CC2)CO (1-hydroxy-3,4-dihydro-2,1-benzoxaborole-6-yl)methanol